CC=1C=C(OCC=2NC(NC2)=S)C=CC1C 4-[(3,4-Dimethylphenoxy)methyl]1,3-dihydro-imidazole-2-thione